tert-Butyl 3-(4-methyl-3-((1-(7-(thiazol-2-yl)quinolin-5-yl)cyclopropyl)carbamoyl)phenyl)-3,8-diazabicyclo[3.2.1]octane-8-carboxylate CC1=C(C=C(C=C1)N1CC2CCC(C1)N2C(=O)OC(C)(C)C)C(NC2(CC2)C2=C1C=CC=NC1=CC(=C2)C=2SC=CN2)=O